C[C@@H]1N(CCCNC1)S(=O)(=O)C1=C2C(=CN=CC2=CC=C1)C (2S)-2-methyl-1-[(4-methyl-5-isoquinolinyl)sulfonyl]hexahydro-1H-1,4-diazepine